Ethyl 5-((1R,2R,4S)-4,7,7-Trimethylbicyclo[2.2.1]heptan-2-yl)carboxylato-6-methyl-3-phenylpyridine-2-carboxylate C[C@@]12C[C@H]([C@@H](CC1)C2(C)C)C=2C(=C(C(=NC2C)C(=O)OCC)C2=CC=CC=C2)C(=O)[O-]